dilanthanum trioxide [O-2].[O-2].[O-2].[La+3].[La+3]